4-((2-methylpiperazin-1-yl)methyl)piperidin CC1N(CCNC1)CC1CCNCC1